(dimethylamino)-1-(5-(furan-2-yl)-2-hydroxyphenyl)prop-2-en-1-one CN(C)C(C(=O)C1=C(C=CC(=C1)C=1OC=CC1)O)=C